C1=CC=CC=2C3=CC=CC=C3C(C12)COC(=O)N[C@@H](CI)C(=O)OC(C)(C)C tert-butyl N-{[(9H-fluoren-9-yl)methoxy]carbonyl}-3-iodo-L-alaninate